2-(6-amino-1,7-naphthyridin-4-yl)-3-[(3-chloro-2-methoxyphenyl)amino]-5H,6H,7H-pyrazolo[1,5-a]pyrazin-4-one NC=1C=C2C(=CC=NC2=CN1)C1=NN2C(C(NCC2)=O)=C1NC1=C(C(=CC=C1)Cl)OC